BrCC1(CC1)S(=O)(=O)C(C)(C)[C@@H]1N(C(OC1)(C)C)C(=O)OC(C)(C)C tert-butyl (R)-4-(2-((1-(bromomethyl)cyclopropyl)sulfonyl)propan-2-yl)-2,2-dimethyloxazolidine-3-carboxylate